C(N)(OC(CC#N)(C)C)=O 1,1-dimethyl-2-cyanoethyl carbamate